1-(piperidine-1-yl)-2,2-difluoro-2-bromoethane N1(CCCCC1)CC(Br)(F)F